(4-fluorobenzamidomethyl)-16alpha-allyl-16beta-hydroxy-androst-5-ene FC1=CC=C(C(=O)NCC[C@@]23C[C@](C[C@H]2[C@@H]2CC=C4CCCC[C@]4(C)[C@H]2CC3)(O)CC=C)C=C1